1,1-diethyl-2-hydroxy-guanidine C(C)N(C(=NO)N)CC